C(C)C1=CN=C(S1)C=1C=C(C(=O)N[C@H](C)C=2N=NC(=CC2)C)C=C(C1)O[C@@H]1COCC1 3-(5-ethyl-1,3-thiazol-2-yl)-N-[(1R)-1-(6-methylpyridazin-3-yl)ethyl]-5-[(3S)-tetrahydrofuran-3-yloxy]benzamide